BrC1=C(C=C(C=C1C)NS(=O)(=O)C(F)(F)F)C N-(4-bromo-3,5-dimethyl-phenyl)-1,1,1-trifluoro-methanesulfonamide